C(CCCCCCCCCCCCCCC=C)(=O)O Heptadeca-16-enoic acid